C(C)(C)(C)N(C(O)=O)CCOCC#CC=1C=C2C3=C(N(C2=CC1)C1C(NC(CC1)=O)=O)N=CC=C3.FC(OC3=C(C(=O)N)C=CC=C3)(F)F 2-(trifluoromethoxy)benzamide tert-Butyl-(2-((3-(9-(2,6-dioxopiperidin-3-yl)-9H-pyrido[2,3-b]indol-6-yl)prop-2-yn-1-yl)oxy)ethyl)carbamate